C(CCCCCCCCCCC)S=C(C(C)C)O.C1(CC1)C=1C=C(CNC2=NC=C(C=N2)C(=O)N2CC(C2)F)C=C(C1)OC(F)(F)F (2-((3-cyclopropyl-5-(trifluoromethoxy)benzyl)amino)pyrimidin-5-yl)(3-fluoroazetidin-1-yl)methanone S-dodecyl-2-methylthiopropionate